C(#N)/C=C/C1=CC(=C(C(=C1)C)NC1=NC(=NC=C1)NC1=CC=C(C#N)C=C1)C 4-[[4-[[4-[(1E)-2-cyanoethenyl]-2,6-dimethylphenyl]amino]-2-pyrimidinyl]-amino]benzonitrile